C1=CC=C(C=C1)C=CC2=C(C(=CC=C2)N)N stilbenediamine